methyl 2-(6-chloropyrazin-2-yl)acetate ClC1=CN=CC(=N1)CC(=O)OC